N4-octanoyl-cytidine triphosphate P(O)(=O)(OP(=O)(O)OP(=O)(O)O)OC[C@@H]1[C@H]([C@H]([C@@H](O1)N1C(=O)N=C(NC(CCCCCCC)=O)C=C1)O)O